dimethyldecyl-ethoxysilane C[Si](OCC)(CCCCCCCCCC)C